C(#C)C1=C(C=CC=C1)S(=O)(=O)N 2-ethynylbenzenesulfonamide